2-(((S)-1-(((S)-1,1-diphenylpropan-2-yl)amino)-1-oxopropan-2-yl)carbamoyl)-4-methoxypyridin-3-yl butyrate C(CCC)(=O)OC=1C(=NC=CC1OC)C(N[C@H](C(=O)N[C@H](C(C1=CC=CC=C1)C1=CC=CC=C1)C)C)=O